3,5-Dibromo-4-hydroxy-benzonitrile BrC=1C=C(C#N)C=C(C1O)Br